C1=CC=CC=2C3=CC=CC=C3C(C12)COC(=O)N1[C@H](COCC1)C(=O)O (3R)-4-(9H-fluoren-9-ylmethoxycarbonyl)morpholin-3-carboxylic acid